racemic-4-(1-hydroxybut-3-yn-1-yl)-2-nitro-phenol O[C@H](CC#C)C1=CC(=C(C=C1)O)[N+](=O)[O-] |r|